C1=CC(=C(C=C1Cl)C(=O)O)O The molecule is a monohydroxybenzoic acid that is 2-hydroxybenzoic acid (salicylic acid) in which the hydrogen at position 5 is replaced by chlorine. It is a chlorobenzoic acid, a monohydroxybenzoic acid and a member of monochlorobenzenes. It derives from a benzoic acid. It is a conjugate acid of a 5-chlorosalicylate.